C(#N)C=1C(N(C2=CC=CC=C2C1N1CC2(CN(C2)C(=O)OC(C)(C)C)CC1)C)=O tert-butyl 6-(3-cyano-1-methyl-2-oxo-1,2-dihydroquinolin-4-yl)-2,6-diazaspiro[3.4]octane-2-carboxylate